N1CCC2=C1C=CC=C2 2,3-dihydrobenzo[d]Azole